(1R,3S)-3-(3-(3-(2-formyl-3-hydroxy-5-methoxyphenyl) propanamido)-1H-pyrazol-5-yl)cyclopentyl isopropylcarbamate 2,2,2-trifluoroacetate FC(C(=O)O)(F)F.C(C)(C)NC(O[C@H]1C[C@H](CC1)C1=CC(=NN1)NC(CCC1=C(C(=CC(=C1)OC)O)C=O)=O)=O